pyridylcyclononan-9-one N1=C(C=CC=C1)C1CCCCCCCC1=O